2-(2-aminoethyl-amino)ethanol NCCNCCO